N1=C(C=CC=C1)C=1C(=C(C(=CC1C)C)N=C)C N-[(2-pyridyl)4,2,6-trimethylphenyl]methyleneamine